CCCC (Z)-1-methylpropane